[Cl-].[Cl-].C[SiH](C)[Ti+2](C1(C(=C(C(=C1)C)C)C)C)NC(C)(C)C dimethylsilyl-(N-t-butylamino)(tetramethylcyclopentadienyl)titanium dichloride